FC(CC1=CC2=C(N=CN=C2)S1)(F)F 6-(2,2,2-trifluoroethyl)thieno[2,3-d]pyrimidin